FC1=C(C(=O)N2CC3(C(N4[C@H](O3)CC[C@H]4C4=CC(=CC(=C4)F)F)=O)C2)C=C(C=C1)F (5'S,7a'R)-1-(2,5-difluorobenzoyl)-5'-(3,5-difluorophenyl)tetrahydro-3'H-spiro[azetidine-3,2'-pyrrolo[2,1-b]oxazol]-3'-one